C(C)(C)(C)C1=CC=C(C=C1)N(C(=O)[C@@H]1N(CCCC1)C(=O)OC(C)(C)C)C(C(=O)NC1CCCCC1)C=1C=NC=CC1 tert-butyl (2R)-2-[(4-tert-butylphenyl)-[2-(cyclohexylamino)-2-oxo-1-(3-pyridyl)ethyl]carbamoyl]piperidine-1-carboxylate